N-glycidyl-N-(2-(diethoxyphosphono)ethyl)-N-dodecyl-N-benzylammonium chloride [Cl-].C(C1CO1)[N+](CC1=CC=CC=C1)(CCCCCCCCCCCC)CCP(=O)(OOCC)OOCC